ozone-18O3 Lithium aluminum hydride [AlH4-].[Li+].[18O]=[18O+][18O-]